ClC1=CC(=C(C=C1)C1(OC2=C(O1)C=CC=C2C2=CC=C(CC1=NC3=C(N1CC1=CN=CN1CC)C=C(C=C3)C(=O)OC)C=C2)C)F methyl 2-(4-(2-(4-chloro-2-fluorophenyl)-2-methylbenzo[d][1,3]Dioxol-4-yl)benzyl)-1-((1-ethyl-1H-imidazol-5-yl)methyl)-1H-benzo[d]imidazole-6-carboxylate